3-(2-(5-(((S)-2-amino-4-phenylbutyrylamino)methyl)-2,4-dimethylphenoxy)ethyl)piperidine-1-carboxylic acid tert-butyl ester C(C)(C)(C)OC(=O)N1CC(CCC1)CCOC1=C(C=C(C(=C1)CNC([C@H](CCC1=CC=CC=C1)N)=O)C)C